(R)-4-(3-acrylamidopyrrolidin-1-yl)-2,3-dimethyl-1H-indole-7-carboxamide C(C=C)(=O)N[C@H]1CN(CC1)C1=C2C(=C(NC2=C(C=C1)C(=O)N)C)C